tert-butyl 6-(2,6-bis(benzyloxy)pyridin-3-yl)-3,4-dihydroquinoline-1(2H)-carboxylate C(C1=CC=CC=C1)OC1=NC(=CC=C1C=1C=C2CCCN(C2=CC1)C(=O)OC(C)(C)C)OCC1=CC=CC=C1